(3r,4r)-1-(1-(2,6-dichlorobenzyl)-5,6-difluoro-1H-benzoimidazol-2-yl)-4-fluoro-3-piperidinamine ClC1=C(CN2C(=NC3=C2C=C(C(=C3)F)F)N3C[C@H]([C@@H](CC3)F)N)C(=CC=C1)Cl